SC(CC(=O)OCC(COC(CC(CC)S)=O)(COC(CC(CC)S)=O)COC(CC(CC)S)=O)CC pentaerythritol tetra(3-mercaptovalerate)